N[C@@H]1CC(N(C1)C1=CC=C(C=C1)S(=O)(=O)N1CCN(CC1)C1=NC(=CC(=C1)C([C@@H]1CC[C@@H](CC1)N1CC(C1)O)(F)F)Cl)=O Cis-(4R)-4-amino-1-[4-[4-[6-chloro-4-[difluoro-[4-(3-hydroxyazetidin-1-yl)cyclohexyl]methyl]-2-pyridyl]piperazin-1-yl]sulfonylphenyl]pyrrolidin-2-one